ethyl (E)-4-((tert-butoxycarbonyl)(methyl-d3)amino)but-2-enoate C(C)(C)(C)OC(=O)N(C/C=C/C(=O)OCC)C([2H])([2H])[2H]